C(C)(C)(C)OC(=O)NCCCCCCOC=1C=C(C(=C(C(=O)OC)C1)C)I methyl 5-((6-((t-butoxycarbonyl) amino) hexyl) oxy)-3-iodo-2-methylbenzoate